5-((1S,5R)-1-(5-(2-methyl-2-azaspiro[3.3]heptane-6-yl)-1,3,4-oxadiazol-2-yl)-5-(trifluoromethyl)-3-azabicyclo[3.1.0]hexane-3-yl)quinoline-8-carbonitrile CN1CC2(C1)CC(C2)C2=NN=C(O2)[C@@]21CN(C[C@]1(C2)C(F)(F)F)C2=C1C=CC=NC1=C(C=C2)C#N